O=C1NC(CCC1NC1=CC=C(C=C1)N1CCN(CC1)CC1[C@@H]2CN(C[C@H]12)C(=O)OC(C)(C)C)=O tert-butyl (1R,5S,6s)-6-((4-(4-((2,6-dioxopiperidin-3-yl)amino)phenyl)piperazin-1-yl)methyl)-3-azabicyclo[3.1.0]hexane-3-carboxylate